2-(pyridin-3-yl)-5-(4,4,5,5-tetramethyl-1,3,2-dioxaborolan-2-yl)aniline N1=CC(=CC=C1)C1=C(N)C=C(C=C1)B1OC(C(O1)(C)C)(C)C